4-(2-Amino-2-methylpropanoyl)-N-(1-(4-(2-((azetidin-3-ylmethyl)amino)ethyl)phenyl)-2-oxo-1,2-dihydropyrimidin-4-yl)piperazine-1-carboxamide hydrochloride salt Cl.NC(C(=O)N1CCN(CC1)C(=O)NC1=NC(N(C=C1)C1=CC=C(C=C1)CCNCC1CNC1)=O)(C)C